O1COC2=C1C=CC(=C2)NC2=NC=C(C(=N2)OC2=C(C(=O)NC)C=CC=C2)C(F)(F)F 2-((2-(Benzo[d][1,3]dioxol-5-ylamino)-5-(trifluoromethyl)pyrimidin-4-yl)oxy)-N-methyl-benzamide